2-(5-amino-2-(furan-2-yl)-7H-pyrazolo[4,3-e][1,2,4]triazolo[1,5-c]pyrimidin-7-yl)-N-(3-hydroxycyclopentyl)-2-phenylpropanamide NC1=NC2=C(C=3N1N=C(N3)C=3OC=CC3)C=NN2C(C(=O)NC2CC(CC2)O)(C)C2=CC=CC=C2